C1=CC=CC=2C3=CC=CC=C3OP(C12)(CCO)=O 9,10-dihydro-9-oxa-10-phosphaphenanthrene-10-ethanol 10-oxide